C(C)C=1C=C(C=CC1)N(C(=NC1=CC=CC2=CC=CC=C12)N)C 1-(3-ethylphenyl)-1-methyl-2-naphthalen-1-ylguanidine